benzoylmethoxyethoxyaniline C(C1=CC=CC=C1)(=O)N(C1=CC=CC=C1)OCCOC